(R)-1-(4-methoxyphenyl)ethylamine COC1=CC=C(C=C1)[C@@H](C)N